1-phenylbutane-1,3-dionate C1(=CC=CC=C1)C(CC(C(=O)[O-])=O)=O